Methyl 2-[acetyl(1-phenylethyl)amino]-6-hydroxy-1-benzothiophene-3-carboxylate C(C)(=O)N(C=1SC2=C(C1C(=O)OC)C=CC(=C2)O)C(C)C2=CC=CC=C2